(R)-N-(cyclobutylmethyl)-1-(4-((4-(6-(pyrrolidin-1-yl)pyrazin-2-yl)-1H-1,2,3-triazol-1-yl)methyl)phenyl)piperidin-3-amine C1(CCC1)CN[C@H]1CN(CCC1)C1=CC=C(C=C1)CN1N=NC(=C1)C1=NC(=CN=C1)N1CCCC1